rac-(S*)-(2-methyl-imidazo[5,1-b]thiazol-3-yl)-((1S*,2S*)-2-phenyl-cyclopropyl)-methanol CC1=C(N2C(S1)=CN=C2)[C@@H](O)[C@@H]2[C@H](C2)C2=CC=CC=C2 |&1:9,o1:11,12|